N1(CCOCC1)C1=NC=C(C=N1)C(=O)OCC ethyl 2-(morpholin-4-yl)pyrimidine-5-carboxylate